CCC propane